S-(2-Methyl-2-(1-tosyl-1H-pyrazol-4-yl)propyl) ethanethioate C(C)(SCC(C)(C=1C=NN(C1)S(=O)(=O)C1=CC=C(C)C=C1)C)=O